2-[(Z)-but-2-en-2-yl]-4,4,5,5-tetramethyl-1,3,2-dioxaborolane C\C(=C/C)\B1OC(C(O1)(C)C)(C)C